C(C(=O)C)(=O)[O-].[Na+].[Se+2].C(C(=O)C)(=O)[O-].C(C(=O)C)(=O)[O-] selenium-sodium pyruvate